3-iodo-6-methyl-1-(tetrahydro-2H-pyran-2-yl)-1H-thieno[3,2-c]pyrazole IC=1C2=C(N(N1)C1OCCCC1)C(=CS2)C